N[C@@H]1CN(C[C@H]1C)C(=O)OC(C)(C)C tert-butyl (trans)-3-amino-4-methylpyrrolidine-1-carboxylate